7-chloro-4-(3,6-dihydropyridin-1(2H)-yl)-8-fluoro-5-Methyl-2-(methylthio)pyrido[4,3-d]pyrimidine ClC1=C(C=2N=C(N=C(C2C(=N1)C)N1CCC=CC1)SC)F